BrC1=CC=C(C=C1)C(C)(C)C=1N=C(SC1)NC(=O)NCC1=CC(=C(C=C1)N1CCNCC1)C(F)(F)F 1-(4-(2-(4-bromophenyl)propan-2-yl)thiazol-2-yl)-3-(4-(piperazin-1-yl)-3-(trifluoromethyl)benzyl)urea